C1(=CC=CC=C1)C(C(C(=O)O)O)O.ClC1=NC=CC(=N1)C1=CC=C(N)C=C1 4-(2-Chloropyrimidin-4-yl)aniline 3-phenylglycerate